C(\C=C/C(=O)O)(=O)O.N[C@@H](CCCN)C(=O)O Ornithine maleate